Cl.Cl.CC1=C(C=CC(=N1)N[C@@H]1CNCC1)C1=NC=CC=N1 6-Methyl-5-(pyrimidin-2-yl)-N-[(3S)-pyrrolidin-3-yl]pyridin-2-amine, dihydrochloride